ClC=1C=C(C=CC1F)NCC1=CC=C(C(=O)OC)C=C1 methyl 4-(((3-chloro-4-fluorophenyl)amino)methyl)benzoate